ClC=1C=C2C(=NC1)C1(C(O2)(C(C(C1O)C(=O)[O-])C1=CC=CC=C1)C1=CC=C(C=C1)OC(F)(F)F)O 3-chloro-8,8a-dihydroxy-6-phenyl-5a-(4-(trifluoromethoxy)phenyl)-5a,7,8,8a-tetrahydro-6H-cyclopenta[4,5]furo[3,2-b]pyridine-7-carboxylate